OCC1(CCOCC1)NC(=O)C1=C(OC2=C1C=C(C=C2)OC(C)C2=C(N=CS2)C)C N-(4-(hydroxymethyl)tetrahydro-2H-pyran-4-yl)-2-methyl-5-(1-(4-methylthiazol-5-yl)ethoxy)benzofuran-3-carboxamide